C(#N)C(C(=O)OCC)(C(C(=O)OCC)CC(C)C)CC(C)C diethyl 2-cyano-2,3-diisobutylsuccinate